ON1C(CC(CC1(C)C)O)(C)C 1-oxyl-2,2,6,6-tetramethyl-4-hydroxypiperidine